CN1C=C(C=2C1=NC(=CC2)OCC(F)(F)F)C(=O)O 1-methyl-6-(2,2,2-trifluoroethoxy)pyrrolo[2,3-b]pyridine-3-carboxylic acid